(trans)-3-(aminomethyl)cyclobutanol hydrochloride Cl.NC[C@@H]1C[C@H](C1)O